Cl.C(CCC=C)N 4-pentene-1-amine hydrochloride